FC(CN1N=C(C(=C1)C1=CN=C2N1C=CN=C2NC2=CC(=C(C(=O)NC1CNCCC1)C=C2)CC)C(F)(F)F)F 4-((3-(1-(2,2-difluoroethyl)-3-(trifluoromethyl)-1H-pyrazol-4-yl)imidazo[1,2-a]pyrazin-8-yl)amino)-2-ethyl-N-(piperidin-3-yl)benzamide